N1(CCCCC1)C(=O)OC(C(NC1=CC=CC=C1)=O)C(C)(C)C tert-butyl-(2-oxo-2-(phenylamino) ethyl) piperidine-1-carboxylate